FC=1C=C(C=CC1O[Si](C(C)C)(C(C)C)C(C)C)C#CC(C)N(C)C 4-(3-fluoro-4-triisopropylsilyloxy-phenyl)-N,N-dimethyl-but-3-yn-2-amine